1-Benzyl-6-chloro-3-iodo-5-methyl-1H,4H,5H-pyrazolo[3,4-d]pyrimidin-4-one C(C1=CC=CC=C1)N1N=C(C2=C1N=C(N(C2=O)C)Cl)I